C(=O)([O-])C(CC(=O)[O-])N(CCCCCCCCCCCCCCCCCC)C(C=1C(OS(=O)(=O)[O-])=CC=CC1)=O.[Na+].[Na+].[Na+] sodium N-(1,2-dicarboxylethyl)-N-octadecyl-sulfosalicyloyl-amine salt